Tert-Butyl 7-((5-(4-hydroxypiperidin-1-yl)pyridin-2-yl)amino)-1-oxo-4-(pyrrolo[1,2-b]pyridazin-4-yl)-1,3-dihydro-2H-pyrrolo[3,4-c]pyridine-2-carboxylate OC1CCN(CC1)C=1C=CC(=NC1)NC=1C2=C(C(=NC1)C=1C=3N(N=CC1)C=CC3)CN(C2=O)C(=O)OC(C)(C)C